COC1=C(C=CC=C1)CN[C@@H]1[C@@H](N2CCC1CC2)C(C2=CC=CC=C2)C2=CC=CC=C2 (2S,3S)-N-(2-methoxyphenyl)methyl-2-diphenylmethyl-1-azabicyclo[2.2.2]octan-3-amine